COC(CC[C@@H](C)[C@H]1CC[C@H]2[C@@H]3C(CC4CC(CC[C@]4(C)[C@H]3CC[C@]12C)=O)=O)=O 3,7-diketo-cholanic acid methyl ester